2,7-dichloro-N-((R)-1-((cis)-4-(6-fluoroquinolin-4-yl)cyclohexyl)propan-2-yl)quinazolin-4-amine ClC1=NC2=CC(=CC=C2C(=N1)N[C@@H](C[C@@H]1CC[C@@H](CC1)C1=CC=NC2=CC=C(C=C12)F)C)Cl